[C@H]1([C@@H](O)[C@@H](O)[C@H](O)[C@H](O1)CO)O[C@@H]1[C@@H]([C@H](O[C@@H]([C@H]1O)CO[C@@H]1[C@@H](O)[C@@H](O)[C@H](O)[C@H](O1)CO)OCCNC(CCCCCNC(OCC1=CC=CC=C1)=O)=O)O Benzyl (6-{[2-({α-D-mannopyranosyl-(1→3)-[α-D-mannopyranosyl-(1→6)]-α-D-mannopyranosyl}oxy)ethyl]amino}-6-oxohexyl)carbamate